3-(difluoromethoxy)-1-methyl-1H-pyrazol-4-carboxylic acid methyl ester COC(=O)C=1C(=NN(C1)C)OC(F)F